[Cl-].[Cl-].C(C)(C)C=1C=C(C=C(C1)C(C)C)C(=[Zr+2](C1C2=CC(=CC=C2C=2C=CC(=CC12)C(C)(C)C)C(C)(C)C)C1C=CC=C1)C1CCC1 (3,5-Diisopropylphenyl)(cyclobutyl)methylene(cyclopentadienyl)(2,7-di-tert-butylfluoren-9-yl)zirconium dichloride